(1R,3s,5S)-8-(5-(5-fluoro-2-methoxypyridin-4-yl)-1H-pyrazole-3-carbonyl)-N-((5R,8r)-2-oxo-1-azaspiro[4.5]decan-8-yl)-8-azabicyclo[3.2.1]octane-3-carboxamide FC=1C(=CC(=NC1)OC)C1=CC(=NN1)C(=O)N1[C@H]2CC(C[C@@H]1CC2)C(=O)NC2CCC1(CCC(N1)=O)CC2